C1(=CC(=CC=C1)C1=CC=CC=2C3=C(SC21)C(=CC=C3)C=3C=C(C=C(C3)C3=CC=CC=C3)C3=NC(=NC(=N3)C3=CC=CC=C3)C3=CC=CC=C3)C3=CC=CC=C3 2-{5-(6-(1,1'-biphenyl-3-yl)-dibenzothiophen-4-yl)-1,1'-biphenyl-3-yl}-4,6-diphenyl-1,3,5-triazine